C(C)S(=O)(=O)N[C@H]1C([C@H](N(C1)C(=O)OC(C)(C)C)CCO)(F)F tert-Butyl (2R,4R)-4-[(ethanesulfonyl)amino]-3,3-difluoro-2-(2-hydroxyethyl)pyrrolidine-1-carboxylate